BrC1=C(C(=CC=C1)F)C(/C(/C(=O)OC)=N/NC1=CC=C(C=C1)OC(F)(F)F)=O methyl (2Z)-3-(2-bromo-6-fluoro-phenyl)-3-oxo-2-[[4-(trifluoromethoxy)phenyl]hydrazono]propanoate